N-(5-((2-bromoethyl)thio)-1,3,4-thiadiazol-2-yl)-2-(trifluoromethyl)benzamide BrCCSC1=NN=C(S1)NC(C1=C(C=CC=C1)C(F)(F)F)=O